3-[[3-(1,5-dimethyl-oxopyridin-3-yl)-5-methylsulfonylphenoxy]methyl]benzonitrile CN1C(C(=CC(=C1)C)C=1C=C(OCC=2C=C(C#N)C=CC2)C=C(C1)S(=O)(=O)C)=O